4-trifluoromethoxybenzoylacetonitrile FC(OC1=CC=C(C(=O)CC#N)C=C1)(F)F